ClC1=CC(=C(CC2CN(C[C@@H](O2)C)CC2=CC=C(C=C2)OC)C(=C1)C)I (6S)-2-(4-chloro-2-iodo-6-methylbenzyl)-4-(4-methoxybenzyl)-6-methylmorpholine